COC=1C(=NC=CC1)[C@@H]1[C@@H](O[C@@]([C@H]1C)(C(F)(F)F)C)C(=O)NC1=CC(=NC=C1)C(=O)N (2R,3R,4S,5S)-4-[[3-(3-methoxy-2-pyridinyl)-4,5-dimethyl-5-(trifluoromethyl)tetrahydrofuran-2-carbonyl]amino]pyridine-2-carboxamide